7-((2R,3R,4R,5S)-3,4-bis((tert-Butyldimethylsilyl)oxy)-5-((((3-methyl-5-phenylisoxazol-4-yl)methyl)thio)methyl)tetrahydrofuran-2-yl)-5-(sec-butyl)-7H-pyrrolo[2,3-d]pyrimidin-4-amine [Si](C)(C)(C(C)(C)C)O[C@H]1[C@@H](O[C@@H]([C@H]1O[Si](C)(C)C(C)(C)C)CSCC=1C(=NOC1C1=CC=CC=C1)C)N1C=C(C2=C1N=CN=C2N)C(C)CC